7-(3-bromo-2,5-dichlorophenyl)-5,10-bis(2,6-dimethylphenyl)-7H-benzo[c]carbazole BrC=1C(=C(C=C(C1)Cl)N1C=2C=CC(=CC2C=2C3=C(C(=CC12)C1=C(C=CC=C1C)C)C=CC=C3)C3=C(C=CC=C3C)C)Cl